BrC1=CC=C2C(=CC(=NC2=C1)N1[C@@H](CCC1)COCCC(=O)OC(C)(C)C)C(N)=O tert-butyl (S)-3-((1-(7-bromo-4-carbamoylquinolin-2-yl)pyrrolidin-2-yl)methoxy)propanoate